FC1=C(CC2=NN3C(=NC(=C(C3=N2)C2=CC(=NC(=C2)C)C)C2=CC=C(C=C2)F)N)C(=CC=C1)F 2-(2,6-difluorobenzyl)-8-(2,6-dimethylpyridin-4-yl)-7-(4-fluorophenyl)-[1,2,4]triazolo[1,5-c]pyrimidin-5-amine